3'-isopentenyl-naringenin C(CC(=C)C)C=1C=C([C@H]2OC=3C=C(C=C(C3C(C2)=O)O)O)C=CC1O